FC1=C(C=CC(=C1)F)NC1=CC2=C(C(C3=C(CC2)C=C(C=C3)OCCN3CCOCC3)=O)C=C1 2-(2,4-difluorophenylamino)-8-(2-morpholin-4-yl-ethoxy)-10,11-dihydrodibenzo[a,d]cyclohepten-5-one